OCCCCCCCC[N+]1=C(C=C(C=C1)CCCCCCCCO)CCCCCCCCO 1,2,4-tris(8-hydroxyoctyl)pyridinium